(m-sulfophenyl)phosphane S(=O)(=O)(O)C=1C=C(C=CC1)P